tert-butyl-(2R,4R)-4-((6-bromo-3-fluoro-4-(2-fluoropropan-2-yl) pyridin-2-yl) methyl)-2-methylpiperidine-4-carboxylate C(C)(C)(C)OC(=O)[C@]1(C[C@H](NCC1)C)CC1=NC(=CC(=C1F)C(C)(C)F)Br